3-(4-aminobenzyl)pyrrolidine-1-carboxylic acid tert-butyl ester C(C)(C)(C)OC(=O)N1CC(CC1)CC1=CC=C(C=C1)N